1-(5-Bromo-3-hydroxypyridin-2-yl)-2-ethyl-1H-imidazole-4-carboxylic acid BrC=1C=C(C(=NC1)N1C(=NC(=C1)C(=O)O)CC)O